8'-(5-chloro-2-(isopropylamino)pyridin-4-yl)-2'-(5-fluoro-2-(hydroxymethyl)benzyl)-2',3'-dihydro-1'h,5'h-spiro[oxetan-3,4'-pyrrolo[1,2-a][1,4]diazepin]-1'-one ClC=1C(=CC(=NC1)NC(C)C)C=1C=C2N(CC3(CN(C2=O)CC2=C(C=CC(=C2)F)CO)COC3)C1